(R)-N-((1R,2R)-1-(3-chloro-4-((tetrahydro-2H-pyran-4-yl)oxy)phenyl)-1-hydroxy-3-(pyrrolidin-1-yl)propan-2-yl)-1-(2-chlorobenzo[b]thiophen-6-yl)pyrrolidine-3-carboxamide ClC=1C=C(C=CC1OC1CCOCC1)[C@H]([C@@H](CN1CCCC1)NC(=O)[C@H]1CN(CC1)C=1C=CC2=C(SC(=C2)Cl)C1)O